BrC=1C(=C2C(=NC1)N(C[C@]21C[C@@](CC1)(O)CC#N)CC1=CC=C(C=C1)OC)Cl |r| 2-((1RS,3RS)-5'-bromo-4'-chloro-3-hydroxy-1'-(4-methoxybenzyl)-1',2'-dihydrospiro[cyclopentane-1,3'-pyrrolo[2,3-b]pyridin]-3-yl)acetonitrile